COC1(CS(CC1)=O)C1=CC(=CC(=N1)N1N=C(C=2C=NC(=CC21)NC(=O)N)C)C 1-(1-(6-(3-Methoxy-1-oxidotetrahydrothiophen-3-yl)-4-methylpyridin-2-yl)-3-methyl-1H-pyrazolo[4,3-c]pyridin-6-yl)urea